(3S)-3-(6-Cyanopyrazin-2-yl)isoxazolidine-2-carboxylic acid tert-butyl ester C(C)(C)(C)OC(=O)N1OCC[C@H]1C1=NC(=CN=C1)C#N